3-chloro-5-methoxypyrazine-2-carboxylic acid methyl ester COC(=O)C1=NC=C(N=C1Cl)OC